N[C@@H]1C2=CC(=CC=C2CC12CCN(CC2)C=2C(=NC(=CN2)SC=2C(=NC=CC2)C(F)(F)F)C(=O)N)OC (S)-3-(1-amino-6-methoxy-1,3-dihydrospiro[indene-2,4'-piperidin]-1'-yl)-6-((2-(trifluoromethyl)pyridin-3-yl)thio)pyrazine-2-carboxamide